3-(difluoromethoxy)-4-[4-(difluoromethylsulfonyl)-3-methyl-phenyl]-1H-pyrazolo[3,4-c]pyridine-5-carboxamide FC(OC1=NNC2=CN=C(C(=C21)C2=CC(=C(C=C2)S(=O)(=O)C(F)F)C)C(=O)N)F